OC1=C(OC2=CC(=CC(=C2C1=O)O)O)C1=CC(=C(C(=C1)OC)OC)OC 3,5,7-trihydroxy-3',4',5'-trimethoxyflavone